C(#N)C1=CC=C(OC=2C=C(C=CC2)NC(=O)NC2=CC(=CC=C2)N)C=C1 N-(3-(4-Cyanophenoxy)phenyl)-N'-(3-aminophenyl)urea